C(CN(CC(C)O)CC(C)O)N(CC(C)O)CC(C)O Ethylendinitrilotetrapropan-2-ol